4-fluoro-2-methylenequinuclidin-3-one FC12C(C(N(CC1)CC2)=C)=O